CC1NC(C2(CCN(C2)C(=O)OC(C)(C)C)C1)=O tert-butyl 8-methyl-6-oxo-2,7-diazaspiro[4.4]nonane-2-carboxylate